FC1=CC=C(C=C1)C(=O)N1C(C=2N(CC1)C(=NC2Cl)C2=NC(=NS2)C)C (4-fluorophenyl)(1-chloro-8-methyl-3-(3-methyl-1,2,4-thiadiazol-5-yl)-5,6-dihydroimidazo[1,5-a]pyrazin-7(8H)-yl)methanone